[Na].C(=C)C1=CC=C(C=C1)O 4-vinylphenol sodium salt